CN1CC(C1)(C)C(O)(C1=CC=C(C=C1)OC(F)(F)F)C1=CC(=CC=C1)N1N=CC=C1 (1,3-Dimethyl-azetidin-3-yl)-(3-pyrazol-1-yl-phenyl)-(4-trifluoromethoxy-phenyl)-methanol